BrC=1C=C(C=CC1)N1N=NC(=C1)CN1C2(C3=CC=CC=C3C(C1)=O)CCCCC2 2'-((1-(3-bromophenyl)-1H-1,2,3-triazol-4-yl)methyl)-2',3'-dihydro-4'H-spiro[cyclohexane-1,1'-isoquinolin]-4'-one